4-(7-(3-Aminopiperidin-1-yl)-3-(4-hydroxyphenyl)-3H-imidazo[4,5-b]pyridin-2-yl)-2-fluorobenzonitrile NC1CN(CCC1)C1=C2C(=NC=C1)N(C(=N2)C2=CC(=C(C#N)C=C2)F)C2=CC=C(C=C2)O